1-[[4-[[(2-pyridylmethyl)amino]methyl]phenyl]methyl]-1-(2-pyridinyl)methylamine N1=C(C=CC=C1)CNCC1=CC=C(C=C1)CC(C1=NC=CC=C1)N